C(C)(C)(C)OC(=O)N1CCN(CC1)C=1C(=NC(=CC1)C(=O)OC)F.C(C1=CC=CC=C1)NC(C1=C(C=CC=C1)N1C[C@@H](CC1)OC1=NC=C(C=C1)C(F)(F)F)=O (R)-N-benzyl-2-(3-(5-(trifluoromethyl)pyridin-2-yloxy)pyrrolidin-1-yl)benzamide tert-butyl-4-(2-fluoro-6-(methoxycarbonyl)pyridin-3-yl)piperazine-1-carboxylate